S(C1=C(C(=CC(=C1)C)C(C)(C)C)O)C1=C(C(=CC(=C1)C)C(C)(C)C)O (l)-2,2'-thiobis(6-tert-butyl-4-methylphenol)